O=C1N(CC2=CC(=CC=C12)N1CCNCC1)C1C(NC(CC1)=O)=O 3-(1-oxo-5-(piperazin-1-yl)isoindolin-2-yl)piperidine-2,6-dione